C(CCC)N1CC(CC1=O)C(=O)OCCCCCCCCCCCC dodecyl 1-butyl-5-oxopyrrolidine-3-carboxylate